tert-butyl 1-methyl-3-(1-methyl-1H-pyrazol-4-yl)-1,4,6,7-tetrahydro-5H-pyrazolo[4,3-c]pyridine-5-carboxylate CN1N=C(C=2CN(CCC21)C(=O)OC(C)(C)C)C=2C=NN(C2)C